4-hydroxy-dihydroindole OC1=C2CCNC2=CC=C1